cyclopropanecarboxamide, trifluoroacetate salt FC(C(=O)O)(F)F.C1(CC1)C(=O)N